FC1=C(C(=C2NC=C(C[C@@H](N)C(=O)O)C2=C1)F)F (R,S)-5,6,7-trifluorotryptophane